NC1=CC=C(C(=C1OB(O)O)F)Cl 6-amino-3-chloro-2-fluorophenylboric acid